1-(2-hydroxyphenyl)propane-1,2,3-triol OC1=C(C=CC=C1)C(C(CO)O)O